3,4,4-trifluorobut-3-en-1-yl 2-(2-methyl-1H-imidazol-1-yl)acetate CC=1N(C=CN1)CC(=O)OCCC(=C(F)F)F